(R)-6-chloro-N-(1-cyclopropylethyl)-8-methylimidazo[1,2-b]Pyridazine-3-carboxamide ClC=1C=C(C=2N(N1)C(=CN2)C(=O)N[C@H](C)C2CC2)C